4-benzyl-2,6-dichloro-pyridine C(C1=CC=CC=C1)C1=CC(=NC(=C1)Cl)Cl